S-methyl 4-methyl-4-(piperidin-1-yl)pent-2-ynethioate CC(C#CC(SC)=O)(C)N1CCCCC1